N-hydroxyheptyl-succinimide 2-phenylacrylate C1(=CC=CC=C1)C(C(=O)O)=C.OCCCCCCCN1C(CCC1=O)=O